C(N)(=O)C1(CCC1)N(C(OC(C)(C)C)=O)C tert-butyl (1-carbamoylcyclobutyl)(methyl)carbamate